BrC=1C(=C(C=CC1F)CO)F (3-bromo-2,4-difluorophenyl)methanol